FC(C(OC1=CC=C(C=N1)C=1N=CC(=NC1)NN)C)(C)F [5-[6-(2,2-difluoro-1-methyl-propoxy)-3-pyridyl]pyrazin-2-yl]hydrazine